4-cyano-N-[4-(3-cyanophenyl)-5-[2-(hydroxymethyl)-6-methyl-4-pyridyl]thiazol-2-yl]-4-(hydroxymethyl)piperidine-1-carboxamide C(#N)C1(CCN(CC1)C(=O)NC=1SC(=C(N1)C1=CC(=CC=C1)C#N)C1=CC(=NC(=C1)C)CO)CO